N-[2-[2-(3-hydroxypropoxy)ethoxy]ethyl]-3-methoxy-benzamide OCCCOCCOCCNC(C1=CC(=CC=C1)OC)=O